3-[6-[[1-[5-chloro-4-[[3-(3-hydroxy-3-methyl-butyl)-1-methyl-2-oxo-benzimidazol-5-yl]amino]pyrimidin-2-yl]-4-piperidyl]oxy]-1-methyl-indazol-3-yl]piperidine-2,6-dione ClC=1C(=NC(=NC1)N1CCC(CC1)OC1=CC=C2C(=NN(C2=C1)C)C1C(NC(CC1)=O)=O)NC1=CC2=C(N(C(N2CCC(C)(C)O)=O)C)C=C1